COC1=C(C(=CC2=C1C1=CC=C(C(C=C1[C@H](CC2)NC(C)=O)=O)OC2COCC2)OC)OC (S)-N-(1,2,3-trimethoxy-9-oxo-10-[(tetrahydrofuran-3-yl)oxy]-5,6,7,9-tetrahydrobenzo[a]heptalen-7-yl)acetamide